FC(S(=O)(=O)[O-])(F)F.[Na+] sodium trifluoromethansulfonate